NC1=C(C(N(C2=CC(=CC=C12)Br)C1=CC=C(C=C1)F)=O)C(=O)OC methyl 4-amino-7-bromo-1-(4-fluorophenyl)-2-oxo-1,2-dihydroquinoline-3-carboxylate